C(C)(=O)C1=C(C=C(C=C1)Cl)C1=CC(N(C=C1OCCCCCCCCCCCCCC)[C@@H](C(=O)NC1=CC=C(C(=O)O)C=C1)CC1=CC=CC=C1)=O 4-[[(2R)-2-[4-(2-acetyl-5-chloro-phenyl)-2-oxo-5-(tridecylmethoxy)-1-pyridinyl]-3-phenyl-propionyl]amino]benzoic acid